1-methylphosphonoylethane CP(=O)=CC